2-(4-cyclopropyl-6-methoxypyrimidin-5-yl)-4-((4-(5-methyl-3-(trifluoromethyl)-1H-pyrazol-1-yl)benzyl)oxy)-6,7-dihydrothieno[3,2-d]pyrimidine C1(CC1)C1=NC=NC(=C1C=1N=C(C2=C(N1)CCS2)OCC2=CC=C(C=C2)N2N=C(C=C2C)C(F)(F)F)OC